5-methoxy-3-methyl-benzene COC=1C=C(C=CC1)C